N1(CCOCC1)C1=NC(=NC(=N1)N1CCOCC1)C1=CC=C(C=C1)NC(=O)N [4-(4,6-di-4-morpholinyl-1,3,5-triazin-2-yl)phenyl]urea